(R)-5-((1-(dimethylamino)propan-2-yl)oxy)-N-(3-fluoroquinolin-6-yl)-7-(1-methyl-1H-pyrazol-4-yl)quinazolin-4-amine CN(C[C@@H](C)OC1=C2C(=NC=NC2=CC(=C1)C=1C=NN(C1)C)NC=1C=C2C=C(C=NC2=CC1)F)C